FC1(OC2=C(O1)C=CC(=C2)C2(CC2)C(=O)N[C@@H]2C[C@@H](OC1=CC(=CC=C21)OC(F)F)C2CC(CCC2)C(=O)O)F 3-[(2r,4r)-4-({[1-(2,2-difluoro-1,3-benzodioxol-5-yl)cyclopropyl]carbonyl}amino)-7-(difluoromethoxy)-3,4-dihydro-2H-chromen-2-yl]cyclohexanecarboxylic acid